(3'-(3-(1-(4-(tert-Butyl)benzyl)-4-ethyl-5-oxo-4,5-dihydro-1H-1,2,4-triazol-3-yl)propyl)-3-propoxy-[1,1'-biphenyl]-4-yl)acetic acid C(C)(C)(C)C1=CC=C(CN2N=C(N(C2=O)CC)CCCC=2C=C(C=CC2)C2=CC(=C(C=C2)CC(=O)O)OCCC)C=C1